tert-butyl 3-(4-cyclopropyl-6-methoxypyrimidin-5-yl)-1-(methyl-d3)-1,4,6,7-tetrahydro-5H-pyrazolo[4,3-c]pyridine-5-carboxylate C1(CC1)C1=NC=NC(=C1C1=NN(C2=C1CN(CC2)C(=O)OC(C)(C)C)C([2H])([2H])[2H])OC